4-(cyclohexoxy)-2,2-difluoro-7-(trifluoromethylsulfanyl)indan-1-one C1(CCCCC1)OC1=C2CC(C(C2=C(C=C1)SC(F)(F)F)=O)(F)F